C1(C(CCCC1)C(=O)[O-])C(=O)[O-].[Al+2] monoaluminum cyclohexane-1,2-dicarboxylate